7-(carbamoyl)benzofuran-2-carboxylic acid methyl ester COC(=O)C=1OC2=C(C1)C=CC=C2C(N)=O